2-((R)-1-[1,4]Dioxan-2-ylmethoxy)-9-(2-isopropoxy-ethoxy)-6,7-dihydro-pyrimido[6,1-a]isoquinolin-4-one O1[C@H](COCC1)COC1=NC(N2C(C3=CC=C(C=C3CC2)OCCOC(C)C)=C1)=O